3-amino-5-(3,5-difluorophenyl)-6-[3-methylimidazo[1,2-a]pyridin-6-yl]pyrazine-2-carbonitrile NC=1C(=NC(=C(N1)C1=CC(=CC(=C1)F)F)C=1C=CC=2N(C1)C(=CN2)C)C#N